4-chloro-N-[4-fluoro-3-(3-morpholinoquinoxaline-6-carbonyl)phenyl]-3-trifluoromethyl-benzamide ClC1=C(C=C(C(=O)NC2=CC(=C(C=C2)F)C(=O)C=2C=C3N=C(C=NC3=CC2)N2CCOCC2)C=C1)C(F)(F)F